CC=1C=2N(C=CC1)C=C(N2)CN (8-methylimidazo[1,2-a]pyridin-2-yl)methylamine